2-Hydroxy-3-carboxy-6-oxo-7-methylocta-2,4-dienoate OC(C(=O)[O-])=C(C=CC(C(C)C)=O)C(=O)O